6-{[(1R)-1-(4-Chlorophenyl)-7-fluoro-5-[1-hydroxy-1-(1-methyl-1H-imidazol-4-yl)butyl]-3-oxo-1-[(3S)-oxolan-3-yloxy]-2,3-dihydro-1H-isoindol-2-yl]methyl}pyridin-3-carbonitril ClC1=CC=C(C=C1)[C@@]1(N(C(C2=CC(=CC(=C12)F)C(CCC)(C=1N=CN(C1)C)O)=O)CC1=CC=C(C=N1)C#N)O[C@@H]1COCC1